N-(5-((3-(4-aminoimidazo[2,1-f][1,2,4]triazin-7-yl)-4-methylphenyl)sulfonamido)pyridin-2-yl)acetamide NC1=NC=NN2C1=NC=C2C=2C=C(C=CC2C)S(=O)(=O)NC=2C=CC(=NC2)NC(C)=O